CN(C=1C(=NC=CC1)NC1=NC(=NS1)C=1C=C2C(=CN1)N(CC2)C)C N3,N3-dimethyl-N2-(3-(1-methyl-2,3-dihydro-1H-pyrrolo[2,3-c]pyridin-5-yl)-1,2,4-thiadiazol-5-yl)pyridine-2,3-diamine